diazabicyclo[4.3.0]non-5-ene C1CC2=CCCNN2C1